CN1N=CC(=C1)C(=O)OCC([C@H](C[C@H]1C(NCC1)=O)NC([C@@H](NC(=O)C=1NC2=CC=CC(=C2C1)OC)CC(C)C)=O)=O (3S)-3-({N-[(4-methoxy-1H-indol-2-yl) carbonyl]-L-leucyl}amino)-2-oxo-4-[(3S)-2-oxopyrrolidin-3-yl]butyl 1-methyl-1H-pyrazole-4-carboxylate